ClC=1C(=C(C=CC1)NC1=C(NC2=C1C(NCC2C[C@H]2OCCOC2)=O)C2=NC(=NC=C2)S(=O)C)OC 3-[(3-chloro-2-methoxyphenyl)amino]-7-[(2R)-1,4-dioxan-2-ylmethyl]-2-(2-methylsulfinylpyrimidin-4-yl)-1h,5h,6h,7h-pyrrolo[3,2-c]pyridin-4-one